4-(4-methoxyphenyl)pyridine COC1=CC=C(C=C1)C1=CC=NC=C1